CC1C(C(CC1)=O)=O 3-methylcyclopentane-1,2-dione